Trans-5'-Fluoro-N-[(1R)-1-(4-Ethoxyphenyl)-2-Methoxyethyl]-2',3'-Dihydrospiro[Cyclopropane-1,1'-Indene]-2-Carboxamide FC=1C=C2CCC3(C2=CC1)C(C3)C(=O)N[C@@H](COC)C3=CC=C(C=C3)OCC